((1-(Bromomethyl)cyclopropyloxy)methyl)benzene BrCC1(CC1)OCC1=CC=CC=C1